N1N=CC(=C1)CCNC1=NC(=NC(=C1C)C)C(=O)N1CC(C1)(O)CC (4-((2-(1H-pyrazol-4-yl)ethyl)amino)-5,6-dimethylpyrimidin-2-yl)(3-ethyl-3-hydroxyazetidin-1-yl)methanone